1,1-dimethylallylalcohol CC(C=C)(C)O